[N-](S(=O)(=O)C(F)(F)F)S(=O)(=O)C(F)(F)F.CC(C)(C)[N+]1=CN(C=C1)C 3-(1,1-dimethylethyl)-1-methyl-1H-imidazolium bis(trifluoromethanesulfonyl)imide salt